6-({4-[7-(aminocarbonyl)-2H-indazol-2-yl]benzyl}ammonio)-3-azonia-bicyclo[3.1.0]hexane NC(=O)C1=CC=CC2=CN(N=C12)C1=CC=C(C[NH2+]C2C3C[NH2+]CC23)C=C1